CCP(=O)(O)O Methyl-phosphonomethane